2-((5-(6-oxa-1-azaspiro[3.3]heptane-1-carbonyl)pyrimidin-2-yl)amino)-6-chloro-2,3-dihydro-1H-indene-4-carbonitrile N1(CCC12COC2)C(=O)C=2C=NC(=NC2)NC2CC=1C=C(C=C(C1C2)C#N)Cl